C(C)C1=CC=C(C=C1)C=1C2=CC=CC=C2N=C2C=CC=CC12 9-(p-ethylphenyl)acridine